5-[1-[2-[5-[5-(difluoromethyl)-1,3,4-oxadiazol-2-yl]thiophen-2-yl]propyl]triazol-4-yl]pyridin-2-amine FC(C1=NN=C(O1)C1=CC=C(S1)C(CN1N=NC(=C1)C=1C=CC(=NC1)N)C)F